4-(γ,γ-dimethylallyl)tryptophan CC(=CCC=1C=CC=C2NC=C(C[C@H](N)C(=O)O)C12)C